di(p-chlorophenyl)methylene(cyclopentadienyl)(octamethyloctahydrodibenzofluorenyl)zirconium dichloride [Cl-].[Cl-].ClC1=CC=C(C=C1)C(=[Zr+2](C1(C(C(C(C2(C3C(=C4C=5C=CC=CC5CC4=C21)C=CCC3)C)(C)C)(C)C)(C)C)C)C3C=CC=C3)C3=CC=C(C=C3)Cl